C1CCC2=CC(=CC=C12)NC(C1=CC(=CC=C1)N(C)C)=O N-(2,3-Dihydro-1H-inden-5-yl)-3-(dimethylamino)benzamide